(S)-N-(1,3-dihydroxypropan-2-yl)-1-(4-(3-((1r,3R,5S,7S)-3,5-dimethyladamantan-1-yl)ureido)-3-fluorobenzyl)piperidine-3-carboxamide OCC(CO)NC(=O)[C@@H]1CN(CCC1)CC1=CC(=C(C=C1)NC(=O)NC12C[C@]3(C[C@](CC(C1)C3)(C2)C)C)F